trimethyl-chloromethyl-manganese ammonium [NH4+].C[Mn](CCl)(C)C